NCC=1C=C(C(=NC1)NC(=O)C1=CC2=C(OCCC3=C2SC=C3)C=C1C=1C(=NC(=CC1)C(NCCC)=O)C(=O)OC)C methyl 3-(9-((5-(aminomethyl)-3-methylpyridin-2-yl)carbamoyl)-4,5-dihydrobenzo[b]thieno[2,3-d]oxepin-8-yl)-6-(propylcarbamoyl)picolinate